C(CCC(C)(C)C)(=O)OC(C)(C)C t-butyl neoheptanoate